C(C)C1=C(C=CC2=C1C(=C(O2)C(=O)O)C)S(N(CC)C2=C(C=CC(=C2)N2CCCCC2)CN(CC=2OC=CC2)C(C2=C(C=CC=C2)Cl)=O)(=O)=O Ethyl-5-(N-(2-((2-chloro-N-(furan-2-ylmethyl)benzoylamino)methyl)-5-(piperidin-1-yl)phenyl)-N-Ethylsulfamoyl)-3-methylbenzofuran-2-carboxylic acid